N1=CC=C(C=C1)NC(=O)C1=CC=C(C=C1)C1=CC=C(C=C1)C(=O)NC1=CC=NC=C1 N4,N4'-di(pyridin-4-yl)-[1,1'-biphenyl]-4,4'-dicarboxamide